2-[[(3S)-3-methyl-1-piperidinyl]methyl]-4-methanesulfonyl-6-[3-[3-[(4-methyl-1,2,4-triazol-3-yl)methyl]oxetan-3-yl]phenyl]-1H-pyrrolo[2,3-c]pyridin-7-one C[C@@H]1CN(CCC1)CC1=CC2=C(C(N(C=C2S(=O)(=O)C)C2=CC(=CC=C2)C2(COC2)CC2=NN=CN2C)=O)N1